COCCOC=1C=C(C=CC1)C1C(C(NCC1)C)C(=O)OCC (+/-)-ethyl (cis,cis)-4-[3-(2-methoxyethoxy)phenyl]-2-methylpiperidine-3-carboxylate